CN1C(CC(CC1(C)C)OC(C(C(=O)OC1CC(N(C(C1)(C)C)C)(C)C)(CC1=CC(=C(C(=C1)C(C)(C)C)O)C(C)(C)C)CCCC)=O)(C)C Di-(1,2,2,6,6-pentamethyl-4-piperidyl)-2-butyl-2-(3,5-di-tert-butyl-4-hydroxybenzyl)malonate